FC(OC=1C=C(C=CC1)C=1OC=2N=C3N(C(C2N1)=O)CCC3)(F)F 2-(3-(trifluoromethoxy)phenyl)-6,7-dihydrooxazolo[5,4-d]pyrrolo[1,2-a]pyrimidin-9(5H)-one